Dimethyl 3-({[5,5-dioxido-9-(trifluoromethyl)-6H-dibenzo[c,e][1,2]thiazin-6-yl]acetyl}amino)pentanedioate O=S1(N(C2=C(C3=C1C=CC=C3)C=C(C=C2)C(F)(F)F)CC(=O)NC(CC(=O)OC)CC(=O)OC)=O